N-ethyl-2-(5-methoxy-1-((2-(trimethylsilyl)ethoxy)methyl)-1H-indazol-3-yl)-N-methylethan-1-amine C(C)N(CCC1=NN(C2=CC=C(C=C12)OC)COCC[Si](C)(C)C)C